3-((5-(aminomethyl)-1-(4,4-difluorobutyl)-1H-benzo[d]imidazol-2-yl)methyl)-1-(2,2,2-trifluoroethyl)-5-fluoro-1,3-dihydro-2H-benzo[d]imidazol-2-one NCC1=CC2=C(N(C(=N2)CN2C(N(C3=C2C=C(C=C3)F)CC(F)(F)F)=O)CCCC(F)F)C=C1